aminobiotin C1[C@H]2[C@@H]([C@@H](S1)CCCCC(=O)NCCOCCOCCN)NC(=O)N2